tert.-Butylperoxy-diethylacetat C(C)(C)(C)OOC(C(=O)[O-])(CC)CC